N-(4-cyano-3-(4,4-difluoropiperidin-1-yl)-5-methylphenyl)-5-fluoro-4-(2-hydroxyethylsulfonylamino)-2-(6-azaspiro[2.5]oct-6-yl)benzamide C(#N)C1=C(C=C(C=C1C)NC(C1=C(C=C(C(=C1)F)NS(=O)(=O)CCO)N1CCC2(CC2)CC1)=O)N1CCC(CC1)(F)F